N-(3-pyridin-2-ylisoquinolin-1-yl)benzamide N1=C(C=CC=C1)C=1N=C(C2=CC=CC=C2C1)NC(C1=CC=CC=C1)=O